5-bromo-N-(4-(2-chlorophenyl)thiazol-2-yl)picolinamide BrC=1C=CC(=NC1)C(=O)NC=1SC=C(N1)C1=C(C=CC=C1)Cl